6-chloro-1-(2,2,2-trifluoroethyl)-1H-pyrazolo[4,3-c]pyridine ClC1=CC2=C(C=N1)C=NN2CC(F)(F)F